aminopicolinic acid methyl ester COC(C1=NC=CC=C1N)=O